ClC=1C=C2C=C(NC2=CC1C=1C=C2C=CN(C2=CC1)C)CNC(C)=O N-((5'-chloro-1-methyl-1H,1'H-[5,6'-biindol]-2'-yl)methyl)acetamide